Glycinate carbon [C+4].NCC(=O)[O-].NCC(=O)[O-].NCC(=O)[O-].NCC(=O)[O-]